NCCCNC(=O)C=1C=C(C=CC1OC)NC(=O)C=1N=C2SC=CN2C1 N-[3-(3-aminopropylcarbamoyl)-4-methoxy-phenyl]imidazo[2,1-b]thiazole-6-carboxamide